(4-(1-benzyl-5,6-dichloro-1H-benzo[d]imidazol-2-yl)phenyl)-2-(4-(ethylsulfonyl)phenyl)acetamide C(C1=CC=CC=C1)N1C(=NC2=C1C=C(C(=C2)Cl)Cl)C2=CC=C(C=C2)C(C(=O)N)C2=CC=C(C=C2)S(=O)(=O)CC